4,4'-Di(9H-carbazol-9-yl)-biphenyl C1=CC=CC=2C3=CC=CC=C3N(C12)C1=CC=C(C=C1)C1=CC=C(C=C1)N1C2=CC=CC=C2C=2C=CC=CC12